(S)-5-aminomethyl-pyrrolidin-2-one hydrochloride Cl.NC[C@@H]1CCC(N1)=O